palladium (II) (2-aminoethyl) benzoate C(C1=CC=CC=C1)(=O)OCCN.[Pd+2]